5-(4-chloro-2-fluoro-anilino)-4-methyl-pyridine-3-carboxylic acid methyl ester COC(=O)C=1C=NC=C(C1C)NC1=C(C=C(C=C1)Cl)F